2-methyl-1,2,4,7-tetrahydro-3H-pyrrolo[3',2':5,6]Pyrido[3,4-b]Pyrazin-3-one CC1NC2=C(NC1=O)C=NC1=C2C=CN1